COC(CC1(CCN(CC1)C1=C(C=C(C=C1)N)F)O)=O.BrC1=CC=C(C=C1)O[Si](C1=CC=CC=C1)(C1=CC=CC=C1)C(C)(C)C (4-bromophenyloxy)(tert-butyl)diphenylsilane methyl-2-[1-(4-amino-2-fluoro-phenyl)-4-hydroxy-4-piperidyl]acetate